ClC=1C2=C(N=CN1)N(C1=C2C=2C(C(CC1)=O)=C(ON2)C2CC2)C2CN(CC2)C(=O)OC(C)(C)C tert-butyl 3-(11-chloro-3-cyclopropyl-4-oxo-5,6-dihydroisoxazolo[4'',3'':6',7']cyclohepta[1',2':4,5]pyrrolo[2,3-d]pyrimidin-7(4H)-yl)pyrrolidine-1-carboxylate